FC(C=1C=CC=2N(N1)C(=CN2)C2=CC(=NC=N2)N2CC(CCC2)(C)NS(=O)(=O)C)F N-(1-(6-(6-(Difluoromethyl)imidazo[1,2-b]pyridazin-3-yl)pyrimidin-4-yl)-3-methylpiperidin-3-yl)methanesulfonamide